6-(3,5-dimethylpyrazol-1-yl)-2-[[1-(3-fluorobenzoyl)azetidin-3-yl]methyl]pyridazin-3-one CC1=NN(C(=C1)C)C=1C=CC(N(N1)CC1CN(C1)C(C1=CC(=CC=C1)F)=O)=O